BrC1=NN(C(=C1)C(=O)NC=1C(=CC=2N(C1C(=O)NC)N=CC2)C)C2=NC=CC=C2Cl 6-(3-Bromo-1-(3-chloropyridin-2-yl)-1H-pyrazol-5-carboxamido)-N,5-dimethylpyrazolo[1,5-a]pyridin-7-carboxamid